C1(CCCCC1)NCC1=CC=C(C=C1)C1=C(C(=C(C(=C1F)F)C=1C=CC2=C(NC(=N2)C)C1)F)F 6-(4'-((Cyclohexylamino)Methyl)-2,3,5,6-Tetrafluoro-[1,1'-Biphenyl]-4-yl)-2-Methyl-1H-benzo[d]Imidazol